C(C)OC(CCCC)(OCC)OCC 1,1,1-Triethoxypentan